7-[[5-(trifluoromethyl)-2-pyridyl]methyl]-2-azaspiro[3.5]nonane FC(C=1C=CC(=NC1)CC1CCC2(CNC2)CC1)(F)F